4-methoxy-5-(1-methyl-cyclopropylmethoxy)-pyridine-2-carboxylic acid COC1=CC(=NC=C1OCC1(CC1)C)C(=O)O